(S)-tert-butyl (1-(4-bromo-1-((2-(trimethylsilyl)ethoxy)methyl)-1H-imidazol-2-yl)-7-(isoxazol-3-yl)-7-oxohept-3-en-1-yl)carbamate BrC=1N=C(N(C1)COCC[Si](C)(C)C)[C@H](CC=CCCC(=O)C1=NOC=C1)NC(OC(C)(C)C)=O